FC(C1=NC=C(C(=N1)N)N)(F)F 2-(trifluoromethyl)pyrimidine-4,5-diamine